CCCC=CCCCC=CC Undec-4,9-diene